[Cl-].C(#N)C[P+](C1=CC=CC=C1)(C1=CC=CC=C1)C1=CC=CC=C1 (cyanomethyl)-triphenylphosphonium chloride